tert-butyl 2-[1-[4-[[(3R)-2,6-dioxo-3-piperidyl]amino]-2-fluoro-5-methoxy-phenyl]-4-hydroxy-4-piperidyl]acetate O=C1NC(CC[C@H]1NC1=CC(=C(C=C1OC)N1CCC(CC1)(O)CC(=O)OC(C)(C)C)F)=O